L-2-Mercaptoethylamine SCCN